NC1=C2C(C3(C(OC4=C3C=CC(=C4)C(C)C)(C2=CC=C1)O)NC(C(=O)C1=C(C=C(C=C1C)C)C)=O)=O N-(1-amino-4b-hydroxy-7-isopropyl-10-oxo-4b,10-dihydro-9bH-indeno[1,2-b]benzofuran-9b-yl)-2-mesityl-2-oxoacetamide